1,5-anhydro-2,4-dideoxy-2-[({2-(3-fluorophenyl)-3-oxo-6-[6-(trifluoromethyl)pyridin-3-yl]-2,3-dihydropyridazin-4-yl}carbonyl)amino]-D-erythro-pentitol FC=1C=C(C=CC1)N1N=C(C=C(C1=O)C(=O)N[C@H]1COCC[C@H]1O)C=1C=NC(=CC1)C(F)(F)F